(R)-5-(7-(1-Ethylcyclopropyl)dibenzo[b,d]thiophen-2-yl)-3-imino-2,2,5-trimethylthiomorpholine 1,1-dioxide C(C)C1(CC1)C1=CC2=C(C3=C(S2)C=CC(=C3)[C@@]3(CS(C(C(N3)=N)(C)C)(=O)=O)C)C=C1